OC1(COC1)C1=CC=C(C(=N1)C)C=O 6-(3-hydroxyoxetan-3-yl)-2-methylpyridine-3-carbaldehyde